2-[6-(5-Amino-4-cyano-1-isopropylpyrazol-3-yl)pyridin-3-yl]-N-[5-(1,1,1-trifluoro-2-methylpropan-2-yl)-1,2-oxazol-3-yl]propenamide NC1=C(C(=NN1C(C)C)C1=CC=C(C=N1)C(C(=O)NC1=NOC(=C1)C(C(F)(F)F)(C)C)=C)C#N